C(C)(C)(C)OC(=O)NC1CCC(CC1)OC(CCC(=O)C=1SC2=C(C1)C(=C(C(=C2)OC)OCCCOC=2C(=C1CN(CC1=CC2OC)C(CCC(=O)OC(C)(C)C)=O)F)F)=O [4-(tert-butoxycarbonylamino)cyclohexyl]-4-[5-[3-[2-(4-tert-butoxy-4-oxo-butanoyl)-4-fluoro-6-methoxy-isoindolin-5-yl]oxypropoxy]-4-fluoro-6-methoxy-benzothiophen-2-yl]-4-oxo-butanoate